C(C)(C)(C)OC(=O)N1C(CCC1)OCCCCC1(OCCO1)C (4-(2-methyl-1,3-dioxolan-2-yl)butoxy)pyrrolidine-1-carboxylic acid (R)-tert-butyl ester